OC(C(=O)OCCC(CCCC(C)C)C)(C)C 3,7-Dimethyloctyl α-hydroxyisobutyrate